4-(1-(2-(2,6-difluorobenzyl)-4,6-dimethylphenoxy)propan-2-yl)morpholine FC1=C(CC2=C(OCC(C)N3CCOCC3)C(=CC(=C2)C)C)C(=CC=C1)F